N1N=CC2=CC(=CC=C12)C#CC1=NC(=NC=C1)C1=NC(=NC=C1)NCC(=O)N(C)C 2-((4-((1H-Indazol-5-yl)ethynyl)-[2,4'-bipyrimidin]-2'-yl)amino)-N,N-dimethylacetamide